N-Tetrahydrofurfuryl-1,2-ethanediamine C(C1CCCO1)NCCN